ethyl-2,4,4-trimethyl-pentanoic acid butyl ester C(CCC)OC(C(CC(C)(C)C)(C)CC)=O